4,4'-(Propane-1,3-diylbis(azanediyl))bis(3-amino-2-methoxybenzamide) C(CCNC1=C(C(=C(C(=O)N)C=C1)OC)N)NC1=C(C(=C(C(=O)N)C=C1)OC)N